ClC1=C(C=CC=C1)C(CNS(=O)(=O)C1=C(C=C(C=C1C)C)C)(F)F N-[2-(2-chlorophenyl)-2,2-difluoroethyl]-2,4,6-trimethylbenzene-1-sulfonamide